trimethyl-(thiophenyl)silane C[Si](C=1SC=CC1)(C)C